C(C)(C)(C)OC(=O)N1CCC2=CC=CC(=C12)NC1=NC(=NC=C1Cl)Cl 7-((2,5-dichloropyrimidin-4-yl)amino)indoline-1-carboxylic acid tert-butyl ester